(4-((2-amino-3-chloropyridin-4-yl)oxy)-3-fluorophenyl)-1-benzyl-5-(trifluoromethyl)-1H-pyrazole-4-carboxamide NC1=NC=CC(=C1Cl)OC1=C(C=C(C=C1)C1=NN(C(=C1C(=O)N)C(F)(F)F)CC1=CC=CC=C1)F